NC=1C(=CC2=C(N=C(S2)C)C1Cl)C(=O)NC1=CC(=C(C=C1)F)C(F)(F)F 5-amino-4-chloro-N-(4-fluoro-3-(trifluoromethyl)phenyl)-2-methylbenzo[d]thiazole-6-carboxamide